COC1=NC=CC(=C1)C=1CN(CCC1)C(=O)OC(C)(C)C tert-butyl 2'-methoxy-5,6-dihydro-[3,4'-bipyridine]-1(2H)-carboxylate